R-3,4-Methylenedioxy-N,N-dimethylamphetamine C1OC=2C=C(C[C@H](N(C)C)C)C=CC2O1